C(CCCCCCCCCCCCCCCCCCC)(=O)OC(C(CC)O)CCCCCCCCCCCCCC 3-hydroxy-octadecan-4-yl eicosanoate